C(C)(=O)C1=C(C(=C(C2=C1OC=1[C@@]2(C(C=2C(=NN(C2C1)C=1C=NC=CC1)C)=O)C)O)C)O (R)-8-acetyl-5,7-dihydroxy-3,4a,6-trimethyl-1-(pyridin-3-yl)-1,4a-dihydro-4H-benzofuro[3,2-f]indazol-4-one